(2-bromo-5-fluoro-6-(thiophen-2-yl)pyrimidin-4-yl)Aminobicyclo[2.2.2]Octane-2-carboxylic acid ethyl ester C(C)OC(=O)C1C2(CCC(C1)CC2)NC2=NC(=NC(=C2F)C=2SC=CC2)Br